BrC=1C=C(C(=O)OC)C=C(C1OC)I methyl 3-bromo-5-iodo-4-methoxy-benzoate